OC1C=CCC2=CC=CC=C12 1-hydroxy-1,4-dihydronaphthalene